(2S,4R)-1-((S)-17-amino-2-(tert-butyl)-4-oxo-6,9,12,15-tetraoxa-3-azaheptadecan-1-oyl)-4-hydroxy-N-(4-(4-methylthiazol-5-yl)benzyl)pyrrolidine-2-carboxamide hydrochloride Cl.NCCOCCOCCOCCOCC(N[C@H](C(=O)N1[C@@H](C[C@H](C1)O)C(=O)NCC1=CC=C(C=C1)C1=C(N=CS1)C)C(C)(C)C)=O